4-[(3-morpholinopropyl)dimethoxysilyl]styrene O1CCN(CC1)CCC[Si](C1=CC=C(C=C)C=C1)(OC)OC